methyl 2-(3-aminotetrahydrofuran-3-yl)acetate NC1(COCC1)CC(=O)OC